BrC1=C(C=C(C=C1)C1(C(C1)(F)F)C=O)F 1-(4-bromo-3-fluorophenyl)-2,2-difluorocyclopropane-1-carbaldehyde